1,8-naphthyridin-4-amine N1=CC=C(C2=CC=CN=C12)N